(3R,4R)-4-(4-(4-(dimethoxymethyl)piperidin-1-yl)-2-fluorophenyl)-3-phenylisochroman-7-ol COC(C1CCN(CC1)C1=CC(=C(C=C1)[C@@H]1[C@@H](OCC2=CC(=CC=C12)O)C1=CC=CC=C1)F)OC